C(C)(=O)N(C1=C(C=C(C=C1)C1=CC=C(C=N1)C(=O)NCC1CC(C1)(F)F)Cl)CC1CC1 6-[4-[acetyl(cyclopropylmethyl)amino]-3-chloro-phenyl]-N-[(3,3-difluorocyclobutyl)methyl]pyridine-3-carboxamide